2-(8-(2-hydroxy-prop-2-yl)-5-oxothieno[3',2':4,5]pyrrolo[1,2-d][1,2,4]triazin-6(5H)-yl)acetic acid OC(C)(C)C1=NN(C(C=2N1C1=C(C2)C=CS1)=O)CC(=O)O